ClC1=CC=C(C(=O)NC(C(=O)O)CC2=CC(NC3=CC=CC=C23)=O)C=C1 2-[(4-chlorobenzoyl)amino]-3-(2-oxo-1H-quinolin-4-yl)propanoic acid